NC1=NC(=C(C=C1C=1C=C2CCNC(C2=CC1F)=O)C1=CC=C(C=C1)[C@]12CN(C[C@@H]2C1)C)F 6-(2-amino-6-fluoro-5-(4-((1S,5R)-3-methyl-3-azabicyclo[3.1.0]hexan-1-yl)phenyl)pyridin-3-yl)-7-fluoro-3,4-dihydroisoquinolin-1(2H)-one